ClC1=C(C#N)C=C(C=C1)N1C(N(C2(C1=O)CCN(CC2)CC2CCOCC2)CC)=O chloro-5-(1-ethyl-2,4-dioxo-8-((tetrahydro-2H-pyran-4-yl)methyl)-1,3,8-triazaspiro[4.5]decan-3-yl)benzonitrile